N-(5-(6-ethyl-2,6-diazaspiro[3.3]hept-2-yl)pyridin-2-yl)carboxamide C(C)N1CC2(CN(C2)C=2C=CC(=NC2)NC=O)C1